13-benzyl-4-(4-bromo-3-chloro-benzoyl)spiro[4,7,9,13-tetrazatricyclo[7.5.0.02,7]tetradec-1-ene-11,3'-oxetane]-8,14-dione C(C1=CC=CC=C1)N1CC2(COC2)CN2C(N3CCN(CC3=C2C1=O)C(C1=CC(=C(C=C1)Br)Cl)=O)=O